2-((2-(1-((tert-butoxycarbonyl)(2-(6-methoxy-3-nitropyridin-2-yl)ethyl)amino)ethyl)-4-fluorophenyl)amino)-5-fluoro-4-(trifluoromethyl)benzoic acid C(C)(C)(C)OC(=O)N(C(C)C1=C(C=CC(=C1)F)NC1=C(C(=O)O)C=C(C(=C1)C(F)(F)F)F)CCC1=NC(=CC=C1[N+](=O)[O-])OC